C(C)OC(=O)C1=C[C@H]([C@@H]([C@H](C1)N)NC(C)=O)OC(CC)CC (3R,4R,5S)-4-acetylamino-5-amino-3-(1-ethylpropoxy)-1-cyclohexene-1-carboxylic acid ethyl ester